(4S)-3-[[2-(1,1-Difluoroethyl)-5-[3-(difluoromethoxy)-4-fluoro-phenyl]-3-pyridyl]methyl]-4-methyl-oxazolidin-2-one FC(C)(F)C1=NC=C(C=C1CN1C(OC[C@@H]1C)=O)C1=CC(=C(C=C1)F)OC(F)F